tert-butyl 4-(2-bromo-4-pyridyl)-3,3-difluoro-2,6-dihydropyridine-1-carboxylate BrC1=NC=CC(=C1)C=1C(CN(CC1)C(=O)OC(C)(C)C)(F)F